3-Methyl-5-(N-(2,4-bis(trifluoromethyl)benzyl)-N-phenethylsulfamoyl)benzofuran-2-carboxylic acid CC1=C(OC2=C1C=C(C=C2)S(N(CCC2=CC=CC=C2)CC2=C(C=C(C=C2)C(F)(F)F)C(F)(F)F)(=O)=O)C(=O)O